ClC1=C(C(=CC=C1)Cl)COC=1C=NC(=NC1)N1CC(NC(C1)CO)=O 4-{5-[(2,6-dichlorophenyl)methoxy]pyrimidin-2-yl}-6-(hydroxymethyl)piperazin-2-one